methyl 2-(2-chloro-4-(trifluoromethoxy)phenoxy)acetate ClC1=C(OCC(=O)OC)C=CC(=C1)OC(F)(F)F